C(C)(=O)N[C@H]1[C@@H](O[C@@H]([C@@H]([C@@H]1OC(C)=O)OC(C)=O)COC(C)=O)OCCCCC(=O)O 5-[[(2R,3R,4R,5R,6R)-3-acetamido-4,5-diacetoxy-6-(acetoxymethyl)-2-tetrahydropyranyl]oxy]pentanoic acid